O\N=C(/C)\C1=NC(=C(C(=O)OCC)C(=C1)C)C ethyl (E)-6-(1-(hydroxyimino)ethyl)-2,4-dimethylnicotinate